C(C)C1=NN(C(=C1)NC(=O)NC1=C(C(=C(C=C1)OC1=CC(=NC=C1)C=1C=NN(C1)C)C)F)C=1C=C2C=CC=NC2=CC1 1-(3-ethyl-1-(quinolin-6-yl)-1H-pyrazol-5-yl)-3-(2-fluoro-3-methyl-4-(2-(1-methyl-1H-pyrazol-4-yl)pyridin-4-yloxy)phenyl)urea